CN1N=CC=2C1=NC(=CN2)N[C@@H](C)C=2C=C(C=CC2)NC(C2=CC=C(C=C2)SC)=O (S)-N-(3-(1-((1-methyl-1H-pyrazolo[3,4-b]pyrazin-6-yl)amino)ethyl)phenyl)-4-(methylthio)benzamide